nicotinoyl chloride hydrochloride Cl.C(C1=CN=CC=C1)(=O)Cl